C(C)(C)(C)C1=C(C(=CC(=C1)C(C)(C)C)C(C)(C)C)[N+](=O)[O-] 2,4,6-tri-tert-butylnitrobenzene